C(CCCCCCCCCCCCCC)C=1C(=C(C=CC1)O)CCCCCCCCCCCCCCC di-n-pentadecyl-phenol